COC(C1=C(C=CC=C1Cl)[N+]#[C-])=O METHYL-2-ISOCYANO-6-CHLORO-BENZOATE